FC(C1=NN=C(S1)C1=CN=C2N1C=C(C=C2N2CC(C2)S(=O)(=O)C)S(=O)(=O)NC2(CC2)C)F 3-(5-(difluoromethyl)-1,3,4-thiadiazol-2-yl)-N-(1-methylcyclopropyl)-8-(3-(methylsulfonyl)azetidin-1-yl)imidazo[1,2-a]pyridine-6-sulfonamide